4-methylpiperidin-4-yl-carbamic acid tert-butyl ester C(C)(C)(C)OC(NC1(CCNCC1)C)=O